ClC1=CC=2N(C=C1)N=CC2C2=NC(=CC(=C2)F)N2CCNCC2 5-chloro-3-(4-fluoro-6-piperazin-1-yl-2-pyridyl)pyrazolo[1,5-a]pyridine